magnesium dioleate C(CCCCCCC\C=C/CCCCCCCC)(=O)[O-].C(CCCCCCC\C=C/CCCCCCCC)(=O)[O-].[Mg+2]